[SiH]1=C=C1 Silacyclopropenen